3-Oxo-3-[[2-[(1-oxohexyl)amino]ethyl]thio]-propanoic acid O=C(CC(=O)O)SCCNC(CCCCC)=O